OC1=CC=C(C=C1)C=1C=C(C=2N(C1)C=NC2)O[C@@H]2C[C@H](C2)NC(OC(C)(C)C)=O trans-tert-butyl (3-((6-(4-hydroxyphenyl)imidazo[1,5-a]pyridin-8-yl)oxy)cyclobutyl)carbamate